FC1(CCC2=C1N=C(N=C2N2C[C@H](CC2)O)N2C(CC2)C)F (S)-1-(7,7-difluoro-2-(2-methylazetidin-1-yl)-6,7-dihydro-5H-cyclopenta[D]pyrimidin-4-yl)pyrrolidin-3-ol